(S)-3-((3,5-difluorobenzyl)(methyl)amino)-6,7,8,9,9a,10-hexahydro-1H-pyrido[1',2':3,4]imidazo[1,2-c]pyrimidin-1-one FC=1C=C(CN(C=2C=C3N(C(N2)=O)C[C@H]2N3CCCC2)C)C=C(C1)F